2-(4-chlorobenzyl)-8-methyl-N-[3-(piperidin-1-yl)propyl]-4,5-dihydro-2H-furo[2,3-g]indazole-7-carboxamide ClC1=CC=C(CN2N=C3C4=C(CCC3=C2)OC(=C4C)C(=O)NCCCN4CCCCC4)C=C1